C(CC)S(=O)(=O)[O-].C[NH+](C1=CC=C(C=C1)C=C)C dimethyl-(4-vinylphenyl)ammonium propanesulfonate